S1C(=NC2=C1C=CC=C2)C=2C=C(OCCCOC1=CC3=C(C=CC(O3)=O)C=C1)C=CC2 7-(3-(3-(benzo[d]thiazol-2-yl)phenoxy)propoxy)-2H-benzopyran-2-one